FC1=C(C=CC=2SC=CC21)CNC(=O)C2NCCN(C2)C=2C=1C(N=CN2)=NN(C1)C1=CC=C(C=C1)C(F)(F)F N-((4-fluorobenzo[b]thiophen-5-yl)methyl)-4-(2-(4-(trifluoromethyl)phenyl)-2H-pyrazolo[3,4-d]pyrimidin-4-yl)piperazine-2-carboxamide